SC1=C(C(=O)N)C=CC=C1 o-mercaptobenzamide